C(C(=C)C)(=O)CCC[Si](OCC)(OCC)OCC 3-(methacryloyl)propyl-triethoxysilane